FC1=CC(=C(C=C1)N1CN(C(C2=CC=C(C=C12)C(F)(F)F)=O)C1=CNC(C=C1)=O)OC 1-(4-fluoro-2-methoxyphenyl)-3-(6-oxo-1,6-dihydropyridin-3-yl)-7-(trifluoromethyl)-2,3-dihydroquinazolin-4(1H)-one